CC=1C(=NC=CC1)C1=NN=C(O1)NC1=NC=CC=C1 5-(3-methylpyridin-2-yl)-N-(pyridin-2-yl)-1,3,4-oxadiazol-2-amine